C(C)(C)(C)OC(=O)O[C@@H]1[C@H]([C@H](N(C1)C(=O)OC(C)(C)C)CC1=CC=C(C=C1)OC)OC(COC1CC1)=O tert-butyl (2R,3S,4S)-4-[(tert-butoxycarbonyl)oxy]-3-[(2-cyclopropoxyacetyl)oxy]-2-[(4-methoxyphenyl)methyl]pyrrolidine-1-carboxylate